C(CC)C=1N=NN(C1)CCO 4-propyl-1H-1,2,3-triazole-1-ethanol